2,6-diaminomethylphenol NCC1=C(C(=CC=C1)CN)O